3-(7-(2-(4-(4-nitrophenyl)piperazin-1-yl)-8-azaspiro[4.5]decan-8-yl)-1-oxophthalazin-2(1H)-yl)piperidine-2,6-dione [N+](=O)([O-])C1=CC=C(C=C1)N1CCN(CC1)C1CC2(CC1)CCN(CC2)C2=CC=C1C=NN(C(C1=C2)=O)C2C(NC(CC2)=O)=O